C(#N)N1CC(CC1)C1=CC(=NN1)C=1C=CC(=NC1)C(=O)NC 5-(5-(1-Cyanopyrrolidin-3-yl)-1H-pyrazol-3-yl)-N-methylpicolinamide